C(C)(C)(C)OC(NC1C=2N(C3=C(C(=N1)C1=CC=C(C=C1)Cl)C(=C(S3)C)C)C(=NN2)C)=O [4-(4-Chlorophenyl)-2,3,9-trimethyl-6H-thieno[3,2-f][1,2,4]triazolo[4,3-a][1,4]diazepin-6-yl]carbamic acid tert-butyl ester